C(\C=C\C(=O)[O-])(=O)OCCCCO hydroxybutyl fumarate